COC(C1=CN=CC=C1NCC=1SC=CN1)=O 4-((thiazol-2-ylmethyl)amino)nicotinic acid methyl ester